2'-chloro-2,3,5,6,6',7'-hexahydrospiro[pyran-4,5'-pyrrolo[4,3-b]pyridine]-7'-one ClC1=CC=C2C(=N1)C(NC21CCOCC1)=O